COC(=O)C=1C=2C=CC(=NC2C=CC1C=1C=NN(C1C)CC12CC3CC(CC(C1)C3)C2)O 6-(1-(adamantan-1-ylmethyl)-5-methyl-1H-pyrazol-4-yl)-2-hydroxyquinoline-5-carboxylic acid methyl ester